ClC=1C=C(CO\N=C\C2=C(N=C3SC=CN32)C3=CC=CC2=CC=CC=C32)C=CC1Cl (E)-6-(naphthalen-1-yl)imidazo[2,1-b]thiazole-5-carbaldehyde O-(3,4-dichlorobenzyl) oxime